(S)-(+)-p-toluenesulfinamide CC1=CC=C(C=C1)[S@](=O)N